3-(chloromethyl)-5-methylpyridine hydrochloride Cl.ClCC=1C=NC=C(C1)C